C1N(CCC2=CN=CC=C12)CCC1=CC=C(C=C1)N1N=C(N=N1)C1=C(C=C(C(=C1)OC)OC)NC(=O)C=1C=NC2=CC=CC=C2C1 N-(2-(2-(4-(2-(3,4-Dihydro-2,6-naphthyridin-2(1H)-yl)ethyl)phenyl)-2H-tetrazol-5-yl)-4,5-dimethoxyphenyl)quinoline-3-carboxamide